CC1CN(CC(C1)COC=1C(=NC=CC1)C(F)(F)F)C1=CN=C2C(=N1)N(N=C2)CC2COC2 6-(3-methyl-5-(((2-(trifluoromethyl)pyridin-3-yl)oxy)methyl)piperidin-1-yl)-1-(oxetan-3-ylmethyl)-1H-pyrazolo[3,4-b]pyrazine